O1CCOC2=C1C=CC=C2C2=CC=C(C(=N2)OC)NC=2C=C(C(=O)O)C=CC2 3-[6-(2,3-dihydro-benzo[1,4]dioxin-5-yl)-2-methoxy-pyridin-3-ylamino]-benzoic acid